FC1([C@H](C1)CN1N=CC(=C1)C1=C(N=C2N(C1=O)N=C(S2)C)C(F)(F)F)F 6-(1-{[(1R)-2,2-difluorocyclopropyl]methyl}-1H-pyrazol-4-yl)-2-methyl-7-(trifluoromethyl)-5H-[1,3,4]thiadiazolo[3,2-a]pyrimidin-5-one